[(3R,5R)-5-[(5-bromo-1-methyl-6-oxo-pyridazin-4-yl)amino]-1-methyl-3-piperidyl]benzaldehyde BrC1=C(C=NN(C1=O)C)N[C@@H]1C[C@@H](CN(C1)C)C1=C(C=O)C=CC=C1